N,N-ditetradecyl-acetamide C(CCCCCCCCCCCCC)N(C(C)=O)CCCCCCCCCCCCCC